1,1-bis(4-cyanophenyl)pentaneN C(#N)C1=CC=C(C=C1)C(=CCCC)C1=CC=C(C=C1)C#N